OC(CCCCCCCCCCCCCCCCCCC)P(O)(O)=O α-hydroxyeicosylphosphonic acid